(2-((4-(N,N-dimethylaminosulfonyl) phenyl) sulfonylamino) phenyl)-4-methylpiperidine-4-carboxylate CN(S(=O)(=O)C1=CC=C(C=C1)S(=O)(=O)NC1=C(C=CC=C1)OC(=O)C1(CCNCC1)C)C